5-Chloro-1-(4-fluoro-3-(4-(pyridin-2-yl)piperazine-1-carbonyl)benzyl)quinazoline-2,4(1H,3H)-dione ClC1=C2C(NC(N(C2=CC=C1)CC1=CC(=C(C=C1)F)C(=O)N1CCN(CC1)C1=NC=CC=C1)=O)=O